3-(4-(dimethylamino)phenyl)thiourea CN(C1=CC=C(C=C1)NC(N)=S)C